(1S,3'R,4'S,5'S,6'R)-6-(4-Ethylbenzyl)-6'-(hydroxymethyl)-3',4',5',6'-tetrahydro-3H-spiro[2-benzofuran-1,2'-pyran]-3',4',5'-triol hydrate O.C(C)C1=CC=C(CC=2C=CC3=C(C2)[C@@]2(O[C@@H]([C@H]([C@@H]([C@H]2O)O)O)CO)OC3)C=C1